CN1C([C@H](COC2=C1C=CC=C2)NC(=O)C2=NC=C1C(=N2)N(N=C1)C1COCCC1)=O N-[(3S)-5-methyl-4-oxo-2,3-dihydro-1,5-benzoxazepin-3-yl]-1-tetrahydropyran-3-yl-pyrazolo[3,4-d]pyrimidine-6-carboxamide